CCC(CC)C1=CC=C(C=C1)NC1CCC(CC1)CNC(OC(C)(C)C)=O tert-butyl ((4-((4-(pentan-3-yl)phenyl)amino)cyclohexyl)methyl)carbamate